CC1=NC=CC=C1C=1C(=NC(=NC1)S(=O)(=O)C)N (2-methylpyridin-3-yl)-2-(methylsulfonyl)pyrimidin-4-amine